Cl[SiH]1C[Si](CCC1)(C)C 1-chloro-3,3-dimethyl-1,3-disilacyclohexane